4,4'-diaminotrityl-benzene tert-Butyl-(((1r,4r)-4-(((2-chloro-5-((2,2-difluoroethyl)carbamoyl)pyridin-4-yl)amino)methyl)cyclohexyl)methyl)carbamate C(C)(C)(C)N(C(O)=O)CC1CCC(CC1)CNC1=CC(=NC=C1C(NCC(F)F)=O)Cl.NC1=CC=C(C(C2=CC=C(C=C2)N)(C2=CC=CC=C2)C2=CC=CC=C2)C=C1